BrC1=CC2=C(NC[C@H](N(S2(=O)=O)C)CC(C)C)C=C1Cl (R)-8-bromo-7-chloro-3-isobutyl-2-methyl-2,3,4,5-tetrahydrobenzo[f][1,2,5]thiadiazepine 1,1-dioxide